4-(3-isopropylpyrazolo[1,5-a]pyrimidin-5-yl)piperazine-1-carboxylic acid isopropyl ester C(C)(C)OC(=O)N1CCN(CC1)C1=NC=2N(C=C1)N=CC2C(C)C